[(2R,3S,5R)-5-(6-amino-2-fluoro-purin-9-yl)-2-ethynyl-2-[(5-methyl-2-oxo-1,3-dioxol-4-yl)methoxycarbonyl oxymethyl]tetrahydrofuran-3-yl](5-methyl-2-oxo-1,3-dioxol-4-yl)methyl carbonate C(OC(C=1OC(OC1C)=O)[C@H]1[C@](O[C@H](C1)N1C2=NC(=NC(=C2N=C1)N)F)(COC(=O)OCC=1OC(OC1C)=O)C#C)([O-])=O